FC1(CCN(CC1)CC(O)C1CCN(CC1)C1=CC(=C2C(=N1)C(=CS2)C(=O)NC)C(F)(F)F)F 5-(4-(2-(4,4-difluoropiperidin-1-yl)-1-hydroxyethyl)piperidin-1-yl)-N-methyl-7-(trifluoromethyl)thieno[3,2-b]pyridine-3-carboxamide